2-[1-(prop-2-yl)-1H-pyrazol-4-yl]benzoic acid CC(C)N1N=CC(=C1)C1=C(C(=O)O)C=CC=C1